O1CC(C1)[C@H](C)NC(O[C@H]1CO[C@H](C1)C1=CC(=NN1)NC=1C=2N(C=CN1)N=C(C2)COC)=O (3R,5R)-5-(3-((2-(methoxymethyl) pyrazolo[1,5-a]pyrazin-4-yl)amino)-1H-pyrazol-5-yl)tetrahydrofuran-3-yl ((S)-1-(oxetan-3-yl)ethyl)carbamate